1-methyl-4-pentyl-quinolin-2(1H)-one CN1C(C=C(C2=CC=CC=C12)CCCCC)=O